4-(5-((1-(5-cyano-4-hydroxypyrimidin-2-yl)-1H-pyrazole-4-carboxamido)methyl)pyridin-2-yl)benzoic acid C(#N)C=1C(=NC(=NC1)N1N=CC(=C1)C(=O)NCC=1C=CC(=NC1)C1=CC=C(C(=O)O)C=C1)O